methyl 5-chloro-2-((2-ethyl-4-fluorophenyl)-amino)-4-fluorobenzoate ClC=1C(=CC(=C(C(=O)OC)C1)NC1=C(C=C(C=C1)F)CC)F